2-hydroxyacetate OCC(=O)[O-]